C(C)(C)(C)N1N=CC(=C1C(=O)O)I 1-(tert-butyl)-4-iodo-1H-pyrazole-5-carboxylic acid